C(=O)(OCC1C2=CC=CC=C2C2=CC=CC=C12)NC1(CC1)C(=O)O 1-(Fmoc-amino)cyclopropanecarboxylic acid